C1[C@@H]([C@H](O[C@H]1N2C=C(C(=NC2=O)N)I)COP(=O)(O)OP(=O)(O)OP(=O)(O)O)O The molecule is a 2'-deoxycytidine phosphate that is 2'-deoxycytidine-5'-triphosphate in which the hydrogen at position 5 on the cytosine ring is replaced by iodine. It is a 2'-deoxycytidine phosphate and an organoiodine compound. It derives from a dCTP.